N-[1-[6-bromo-1-(2,2-dimethylpropyl)indol-3-yl]ethyl]cyclopropanesulfonamide BrC1=CC=C2C(=CN(C2=C1)CC(C)(C)C)C(C)NS(=O)(=O)C1CC1